N-[4-fluoro-5-[1-(1,3-oxazol-2-yl)-3,6-dihydro-2H-pyridin-5-yl]-2-[rac-(3R,5S)-3,4,5-trimethylpiperazin-1-yl]phenyl]-6-oxo-4-(trifluoromethyl)-1H-pyridine-3-carboxamide FC1=CC(=C(C=C1C1=CCCN(C1)C=1OC=CN1)NC(=O)C1=CNC(C=C1C(F)(F)F)=O)N1C[C@H](N([C@H](C1)C)C)C |r|